Isopropyl-((((1S,4R)-4-(2-amino-6-methoxy-9H-purin-9-yl) cyclopent-2-en-1-yl)methoxy) (4-chlorophenoxy)phosphoryl)-L-alaninat C(C)(C)N([C@@H](C)C(=O)[O-])P(=O)(OC1=CC=C(C=C1)Cl)OC[C@@H]1C=C[C@@H](C1)N1C2=NC(=NC(=C2N=C1)OC)N